(2S)-N-[(3R)-7-(5-tert-butyl-1,3,4-oxadiazol-2-yl)-5-[(4-chlorophenyl)methyl]-8-fluoro-1,1,4-trioxo-2,3-dihydro-1λ6,5-benzothiazepin-3-yl]-2-hydroxy-butanamide C(C)(C)(C)C1=NN=C(O1)C=1C(=CC2=C(N(C([C@H](CS2(=O)=O)NC([C@H](CC)O)=O)=O)CC2=CC=C(C=C2)Cl)C1)F